CC(C)N1C=NC(=C1C#N)C#N 1-(propan-2-yl)-1H-imidazole-4,5-dinitrile